6-isopropoxyimidazo[1,2-a]pyrazine C(C)(C)OC=1N=CC=2N(C1)C=CN2